[Si](C)(C)(C(C)(C)C)OCC(OC=1C=CC2=C(C(=C(O2)C)C(=O)OCC)C1)C1=CC=CC=C1 ethyl 5-(2-((tert-butyldimethylsilyl) oxy)-1-phenylethoxy)-2-methylbenzofuran-3-carboxylate